(2R,3S,4S,5R)-3-(3-(difluoromethyl)-4-fluoro-2-methoxyphenyl)-N-(6-((S)-1-hydroxyethyl)pyridin-3-yl)-4,5-dimethyl-5-(trifluoromethyl)tetrahydrofuran-2-carboxamide FC(C=1C(=C(C=CC1F)[C@H]1[C@@H](O[C@]([C@H]1C)(C(F)(F)F)C)C(=O)NC=1C=NC(=CC1)[C@H](C)O)OC)F